1-(2-bromo-5-(3-ethyl-4-((4-fluorobenzyl)amino)-1-methyl-1H-pyrazolo[3,4-d]pyrimidin-6-yl)phenyl)-2-methylpropan-1-ol BrC1=C(C=C(C=C1)C1=NC(=C2C(=N1)N(N=C2CC)C)NCC2=CC=C(C=C2)F)C(C(C)C)O